5-(2-chloro-4-trifluoromethylphenoxy)-2-nitrobenzoic acid ClC1=C(OC=2C=CC(=C(C(=O)O)C2)[N+](=O)[O-])C=CC(=C1)C(F)(F)F